2-[4-[[3-(2,4-dimethyl-1,3-thiazol-5-yl)-6-oxopyridazin-1-yl]methyl]piperidin-1-yl]pyridine-4-carbonitrile CC=1SC(=C(N1)C)C1=NN(C(C=C1)=O)CC1CCN(CC1)C1=NC=CC(=C1)C#N